CC1(CCC(CN1)NC1=NC=C(C(=N1)C1=CNC=2C(N(CCCC21)C(C)C)=O)C(F)(F)F)C 3-{2-[(6,6-dimethylpiperidin-3-yl)amino]-5-(trifluoromethyl)pyrimidin-4-yl}-7-(propan-2-yl)-1H,4H,5H,6H,7H,8H-pyrrolo[2,3-c]azepin-8-one